3-hydroxy-2,2-bis(hydroxymethyl)propyl 7-((1r,2r,3r,5s)-2-((r)-3-(benzo[b]thiophen-2-yl)-3-hydroxypropyl)-3,5-dihydroxy cyclopentyl)heptanoate S1C2=C(C=C1[C@@H](CC[C@@H]1[C@H]([C@H](C[C@H]1O)O)CCCCCCC(=O)OCC(CO)(CO)CO)O)C=CC=C2